NC=1C=C2C(=NC1)N(C(N2C)=O)C2CC2 6-amino-3-cyclopropyl-1-methyl-1H-imidazo[4,5-b]pyridin-2(3H)-one